1-isopropyl-3,6-dimethyl-5-(2-propoxy-3-pyridinyl)pyrazolo[4,3-b]pyridine C(C)(C)N1N=C(C2=NC(=C(C=C21)C)C=2C(=NC=CC2)OCCC)C